FC=1C(=NC(=C(C1)F)C1=CN=C2N1C=C(C(=C2)OC)C(C)(C)O)N[C@H]2CN(C[C@@H]2F)C(=O)OC(C)(C)C tert-butyl (3S,4S)-3-[[3,5-difluoro-6-[6-(1-hydroxy-1-methyl-ethyl)-7-methoxy-imidazo[1,2-a]pyridin-3-yl]-2-pyridyl]amino]-4-fluoro-pyrrolidine-1-carboxylate